6-methoxy-2-methyl-7-(morpholinylmethyl)quinazolin-4-ol COC=1C=C2C(=NC(=NC2=CC1CN1CCOCC1)C)O